ClC1=CNC=2N=C(N=C(C21)NC2CCCCC2)NC2=CC=C(C=1CCOC12)C(=O)N1CCC(CC1)N1CCOCC1 (7-((5-chloro-4-(cyclohexylamino)-7H-pyrrolo[2,3-d]pyrimidin-2-yl)amino)-2,3-dihydrobenzofuran-4-yl)(4-morpholinopiperidin-1-yl)methanone